tris[3,5-bistrifluoromethylphenyl]borane FC(C=1C=C(C=C(C1)C(F)(F)F)B(C1=CC(=CC(=C1)C(F)(F)F)C(F)(F)F)C1=CC(=CC(=C1)C(F)(F)F)C(F)(F)F)(F)F